Ethyl 4-oxo-5-(p-tolyl)-1,4-dihydropyridazine-3-carboxylate hydrochloride Cl.O=C1C(=NNC=C1C1=CC=C(C=C1)C)C(=O)OCC